C1(CCCCC1)NC=1C2=C(N=CC1C#CC1CCCC1)NC=C2 N-cyclohexyl-5-(cyclopentylethynyl)-1H-pyrrolo[2,3-b]pyridin-4-amine